cyclopent-2-enol C1(C=CCC1)O